OC=1C=C(C(=CC1)C1=CC=C(C=C1)O)C(=O)[O-] 4,4'-dihydroxybiphenyl-At